ClC=1N=C(N2C1C(=CC(=C2)S(=O)(=O)NC2(CC2)C)N2CCC(CC2)COC)C=2SC(=NN2)C(F)F 1-chloro-3-(5-(difluoromethyl)-1,3,4-thiadiazol-2-yl)-8-(4-(methoxymethyl)piperidin-1-yl)-N-(1-methylcyclopropyl)imidazo[1,5-a]pyridine-6-sulfonamide